2-chloro-N-(3-methylsulfonylphenyl)-6-(trifluoromethyl)pyridine-3-carboxamide ClC1=NC(=CC=C1C(=O)NC1=CC(=CC=C1)S(=O)(=O)C)C(F)(F)F